R-(+)-Phenyl-ethyl-amine C1(=CC=CC=C1)NCC